N1=C(C=CC=C1)CCSC(CO)CSCCC1=NC=CC=C1 2,3-Bis[2-(2-pyridyl)ethylsulfanyl]propan-1-ol